ClC1=NC(=NC=C1)NCCOC1=C2C(N(C(C2=CC=C1)=O)C1C(NC(CC1)=O)=O)=O 4-(2-((4-chloropyrimidin-2-yl)amino)ethoxy)-2-(2,6-dioxopiperidin-3-yl)isoindoline-1,3-dione